ClC1=CC=C(CSC2=C3CN(C(C3=CC=C2)=O)C2C(NC(CC2)=O)=O)C=C1 3-(4-((4-chlorobenzyl)thio)-1-oxoisoindolin-2-yl)piperidine-2,6-dione